2-(3-pyridyl)naphtho[2,1-d]oxazole N1=CC(=CC=C1)C=1OC2=C(N1)C=CC1=CC=CC=C12